NCCCNC(C1=C(C=C(C=C1)NC=1C=2N(C=CN1)C(=CN2)C=2C(=NN(C2)CC(F)F)C(F)(F)F)CC)=O N-(3-aminopropyl)-4-[[3-[1-(2,2-difluoroethyl)-3-(trifluoromethyl)pyrazol-4-yl]imidazo[1,2-a]pyrazin-8-yl]amino]-2-ethylbenzamide